OC=1C=C(C(=O)NC)C=C(C1)OC(F)(F)F 3-hydroxy-N-methyl-5-(trifluoromethoxy)benzamide